[Ni].C(C1=CC=CO1)SC(C1=CC=C(C=C1)S(=O)(=O)P(O)(O)O)SCC1=CC=CO1.C(C1=CC=CO1)SC(C1=CC=C(C=C1)S(=O)(=O)P(O)(O)O)SCC1=CC=CO1.C(C1=CC=CO1)SC(C1=CC=C(C=C1)S(=O)(=O)P(O)(O)O)SCC1=CC=CO1 tris(bis(furfurylsulfanyl)-(p-toluenesulfonyl) phosphite) nickel (0)